Cl.OC=1C=C(C=CC1C1=CN=C(N=N1)N1CC(CC1)NC(C)C)C1=CC(N(C=C1)C)=O 4-[3-hydroxy-4-(3-{3-[(propan-2-yl)amino]pyrrolidin-1-yl}-1,2,4-triazin-6-yl)phenyl]-1-methylpyridin-2(1H)-one hydrochloride